4-(3-(2,3-dichlorophenyl)-5-hydroxymethyl-1-(tetrahydro-2H-pyran-2-yl)-1H-pyrazolo[3,4-b]pyrazine-6-yl)-N-(3-methoxyphenyl)piperazine-1-carboximidamide ClC1=C(C=CC=C1Cl)C1=NN(C2=NC(=C(N=C21)CO)N2CCN(CC2)C(NC2=CC(=CC=C2)OC)=N)C2OCCCC2